O1CCC(CC1)CN1C(C2=C(CCC1)C=CN2)=O 7-[(oxan-4-yl)methyl]-1H,4H,5H,6H,7H,8H-pyrrolo[2,3-c]azepin-8-one